6-Chloro-3-[[(1R)-1-[2-(2-cyano-5-fluorophenyl)-3,6-dimethyl-4-oxo-chromen-8-yl]ethyl]-amino]pyridine-2-carboxylic acid ClC1=CC=C(C(=N1)C(=O)O)N[C@H](C)C=1C=C(C=C2C(C(=C(OC12)C1=C(C=CC(=C1)F)C#N)C)=O)C